FC1=CC=C2C(=N1)C(=C(N2)C)SC 5-fluoro-2-methyl-3-(methylthio)-1H-pyrrolo[3,2-b]Pyridine